C(C)(C)(C)N1N=C(C=C1NC(OCC1=CC=CC=C1)=O)[C@@H]1C[C@@H](CC1)OC(NC(C)CC(F)(F)F)=O benzyl {1-tert-butyl-3-[(1S,3R)-3-{[(4,4,4-trifluorobutan-2-yl)carbamoyl]oxy}cyclopentyl]-1H-pyrazol-5-yl}carbamate